(R)-N-(4-((1-hydroxypropan-2-yl)oxy)phenyl)-2-(1-methyl-7-oxo-3-((4-(trifluoromethyl)phenyl)amino)-1,7-dihydro-6H-pyrazolo[4,3-d]pyrimidin-6-yl)acetamide OC[C@@H](C)OC1=CC=C(C=C1)NC(CN1C=NC2=C(C1=O)N(N=C2NC2=CC=C(C=C2)C(F)(F)F)C)=O